C1(CC1)C=1C(NC=2C=C(C=NC2C1)CN1CCN(CC1)C1=CC=C(N=N1)C#N)=O 6-(4-((7-cyclopropyl-6-oxo-5,6-dihydro-1,5-naphthyridin-3-yl)methyl)piperazin-1-yl)pyridazine-3-Nitrile